C(C)OC1=C(C=C(C=C2C(N(/C(/S2)=N/C2=CC=C(C=C2)S(=O)(=O)N)C2=CC=CC=C2)=O)C=C1)OC 4-(((2Z)-5-(4-ethoxy-3-methoxybenzylidene)-4-oxo-3-phenylthiazolidin-2-ylidene)amino)benzenesulphonamide